FC(CC[C@@H](CC)NC(N([C@H](C(F)(F)F)C1=NC=C(C(=C1)C=1N=C(C=2N(C1)C=C(N2)C)OC)OC)CC)=O)F 3-((R)-6,6-difluorohexan-3-yl)-1-ethyl-1-((S)-2,2,2-trifluoro-1-(5-methoxy-4-(8-methoxy-2-methylimidazo[1,2-a]pyrazin-6-yl)pyridin-2-yl)ethyl)urea